2-(3-(1-(2,6-dioxopiperidin-3-yl)-3-methyl-2-oxo-2,3-dihydro-1H-benzo[d]imidazol-5-yl)azetidin-1-yl)acetic acid O=C1NC(CCC1N1C(N(C2=C1C=CC(=C2)C2CN(C2)CC(=O)O)C)=O)=O